C(C)(C)(C)OC(=O)N1C(C=C(C1)C1=CC(=C(C=C1)OC(F)F)OCC1CC1)C(=O)O 1-tert-butyloxycarbonyl-4-(3-(cyclopropylmethoxy)-4-(difluoromethoxy)phenyl)-2,5-dihydro-1H-pyrrole-2-carboxylic acid